N1C(CC1)CN1C=C(C2=CC=C(C=C12)C=1C=NNC1Cl)C(=O)C1COC2=CC=C(C=C2C1)Cl [1-(Azetidin-2-ylmethyl)-6-(5-chloro-1H-pyrazol-4-yl)indol-3-yl]-(6-chlorochroman-3-yl)methanone